C1(=CC=C(C=C1)/C=C/C(=O)N(C1CSCC1)C1=NC=CC=C1)C (E)-3-(p-tolyl)-N-(2-pyridyl)-N-tetrahydrothiophen-3-ylprop-2-enamide